[Br-].C(=O)C1=CC=C(C=C1)C1=CC=C(C=2N(CN(C21)C)C)C2=CC=C(C=C2)C=O 4,7-bis(4-formylphenyl)-1,3-dimethyl-1h-benzimidazole bromide